N-(3-(N-(4-bromophenyl)sulfamoyl)phenyl)-1,5-dimethyl-1H-pyrazole-4-carboxamide BrC1=CC=C(C=C1)NS(=O)(=O)C=1C=C(C=CC1)NC(=O)C=1C=NN(C1C)C